CC1(CC1)NS(=O)(=O)C1=CC=C2N=CC(=NC2=C1)NC(C=C)=O N-(7-(N-(1-methylcyclopropyl)sulfamoyl)quinoxalin-2-yl)acrylamide